tert-butyl (2R,3S,4S)-4-[(tert-butyldimethylsilyl)oxy]-3-hydroxy-2-{[4-(1,3-thiazol-5-yloxy)phenyl]methyl}pyrrolidine-1-carboxylate [Si](C)(C)(C(C)(C)C)O[C@@H]1[C@H]([C@H](N(C1)C(=O)OC(C)(C)C)CC1=CC=C(C=C1)OC1=CN=CS1)O